ClC=1C=C(C=C(C1)NS(=O)(=O)C)NC(=O)C=1SC(=C(C1)C1=NC=C(C=C1OCC1=CC(=CC(=C1)C(F)(F)F)F)F)[C@H](C)O (S)-N-(3-chloro-5-(methylsulfonamido)phenyl)-4-(5-fluoro-3-((3-fluoro-5-(trifluoromethyl)benzyl)oxy)pyridin-2-yl)-5-(1-hydroxyethyl)thiophene-2-carboxamide